6''-bromo-8''-methyl-2''H-dispiro[cyclopropane-1,1'-cyclopentane-3',3''-imidazo[1,5-a]pyridine]-1'',5''-dione BrC1=CC(=C2N(C1=O)C1(NC2=O)CC2(CC1)CC2)C